C(C)(C)(C)C=1N(C=CN1)CC1=C(C=C(C=C1)C=1C(=CC=C(C1)CC(C)C)S(=O)(=O)NC1=NC=C(C=N1)C#N)F 4'-((2-(Tert-butyl)-1H-imidazol-1-yl)methyl)-3'-fluoro-N-(5-cyanopyrimidin-2-yl)-5-isobutyl-[1,1'-biphenyl]-2-sulfonamide